C1(CC1)C=1C(=C2C(C(N(C2=C(C1)F)C=1C(N(C=CC1C)CCCC(=O)O)=O)=O)(C)C)F 4-(3-(5-cyclopropyl-4,7-difluoro-3,3-dimethyl-2-oxoindolin-1-yl)-4-methyl-2-oxopyridin-1(2H)-yl)butanoic acid